3-(7-chloro-1-oxo-6-(trifluoromethyl)isoindolin-2-yl)piperidine-2,6-dione ClC=1C(=CC=C2CN(C(C12)=O)C1C(NC(CC1)=O)=O)C(F)(F)F